4-(1-Ethylpropyl)pyrrolidin-2-one C(C)C(CC)C1CC(NC1)=O